C(C)(=O)C1(C(OCC1)=O)Cl 3-acetyl-3-chlorodihydrofuran-2(3H)-one